5-phenoxypyridin-2-amine O(C1=CC=CC=C1)C=1C=CC(=NC1)N